[Cl-].C(=O)(O)C1=CC=C(C=C1)N1C=CC(C=C1)=C1C=CN(C=C1)C1=CC=C(C=C1)C(=O)O 1,1'-bis(4-carboxyphenyl)-4,4'-bipyridine chloride